6-oxo-5-(trifluoromethyl)-1,6-dihydropyridazin-3-carbaldehyde O=C1C(=CC(=NN1)C=O)C(F)(F)F